(4-fluorophenyl)-6-methyl-1H-indazole FC1=CC=C(C=C1)N1N=CC2=CC=C(C=C12)C